N,N-Bis(3-methacryloyl-2-hydroxypropyl)-p-toluidine C(C(=C)C)(=O)CC(CN(C1=CC=C(C=C1)C)CC(CC(C(=C)C)=O)O)O